ClC1=CC=C(CNC(=O)NC2=CC=C(C=C2)CN2C(CC[C@@H](C2)C)=O)C=C1 (S)-1-(4-chlorobenzyl)-3-(4-((5-methyl-2-oxopiperidin-1-yl)methyl)phenyl)urea